2-(aminomethyl)-3,3,3-trifluoro-2-hydroxypropionic acid NCC(C(=O)O)(C(F)(F)F)O